Hexane-1-carboxylic acid ethyl ester C(C)OC(=O)CCCCCC